ethyl 2-((2-chloro-3-fluoropyridin-4-yl)methyl)-3-oxobutanoate ClC1=NC=CC(=C1F)CC(C(=O)OCC)C(C)=O